{4-[4-(4,4-difluoropiperidin-1-yl)-7-{[2-(trimethylsilyl)ethoxy]methyl}-7H-pyrrolo[2,3-d]pyrimidin-6-yl]phenyl(sulfamoyl)methyl}phenyl(pyrrolidin-3-yl)carbamate FC1(CCN(CC1)C=1C2=C(N=CN1)N(C(=C2)C2=CC=C(C=C2)C(S(N)(=O)=O)OC(N(C2CNCC2)C2=CC=CC=C2)=O)COCC[Si](C)(C)C)F